(5S)-3'-[2,6-Difluoro-4-(2-phenylethynyl)phenyl]-1'-methyl-spiro[6,7-dihydrocyclopenta[b]pyridine-5,6'-hexahydropyrimidine]-2',4'-dione FC1=C(C(=CC(=C1)C#CC1=CC=CC=C1)F)N1C(N([C@]2(CC1=O)CCC1=NC=CC=C12)C)=O